1-[6-chloro-3-(3-hydroxyoxetan-3-yl)-2-pyridyl]-5-methyl-pyrazole-3-carbonitrile ClC1=CC=C(C(=N1)N1N=C(C=C1C)C#N)C1(COC1)O